OC=1C(=C(C(=C(C1)CC(=O)O)O)O)O tetrahydroxyphenylacetic acid